3-(2-chloro-4'-(2-(1-methyl-1H-pyrazol-3-yl)ethyl)-[1,1'-biphenyl]-3-yl)piperidine-2,6-dione methyl-2-(bromomethyl)-5-[[(3S)-3-fluoropyrrolidin-1-yl]methyl]-3-(trifluoromethyl)benzoate COC(C1=C(C(=CC(=C1)CN1C[C@H](CC1)F)C(F)(F)F)CBr)=O.ClC1=C(C=CC=C1C1C(NC(CC1)=O)=O)C1=CC=C(C=C1)CCC1=NN(C=C1)C